BrC=1C(=C(C=CC1F)CS(=O)(=O)O)F (3-bromo-2,4-difluorophenyl)methanesulfonic acid